5,5'-(1,2-phenylene)bis[1-(4-vinylbenzyl)-1H-tetrazole] C1(=C(C=CC=C1)C1=NN=NN1CC1=CC=C(C=C1)C=C)C1=NN=NN1CC1=CC=C(C=C1)C=C